N[C@@H](C(C)C)C(=O)OCC(C#CC1=CC2=C(OC[C@@H](C(N2C)=O)NC(C2=NC=CC(=C2)OC2=CC=C(C=C2)F)=O)C=C1)(C)C 4-((S)-3-(4-(4-fluorophenoxy)picolinamido)-5-methyl-4-oxo-2,3,4,5-tetrahydrobenzo[b][1,4]oxazepin-7-yl)-2,2-dimethylbut-3-yn-1-yl L-valinate